CC1=C(C=C(C=C1)NC(=O)N1C[C@@H](CC1)CC(F)(F)F)B1OC(C(O1)(C)C)(C)C (3S)-N-[4-methyl-3-(4,4,5,5-tetramethyl-1,3,2-dioxaborolane-2-yl)phenyl]-3-(2,2,2-trifluoroethyl)pyrrolidine-1-carboxamide